O=C1N([C@@H](CC1C(=O)OC)C(F)(F)F)C(=O)OC(C)(C)C 1-(tert-butyl) 3-methyl (5S)-2-oxo-5-(trifluoromethyl)pyrrolidine-1,3-dicarboxylate